6-(2-amino-1H-benzo[d]imidazol-5-yl)-5-methyl-2-phenyl-3-(piperidin-1-yl)pyrazolo[1,5-a]pyrimidin-7(4H)-one NC1=NC2=C(N1)C=CC(=C2)C2=C(NC=1N(C2=O)N=C(C1N1CCCCC1)C1=CC=CC=C1)C